ClC1=C(C(=NC=C1)C1=CC=C(CC=2C(=C(C(=O)N)C=C(C2)F)OC)C=C1)C#N (4-(4-chloro-3-cyanopyridin-2-yl)benzyl)-5-fluoro-2-methoxybenzamide